ethyl 4-amino-1-(2-methoxy-4-(methoxy-carbonyl)benzyl)-3-methyl-1H-pyrazole-5-carboxylate NC=1C(=NN(C1C(=O)OCC)CC1=C(C=C(C=C1)C(=O)OC)OC)C